ClC1=CC=C(C(=O)OC2=C(C(=C(C(=C2F)F)F)F)F)C=C1 perfluorophenyl 4-chlorobenzoate